FC(C=1C=C(C=CC1F)C1=CN=C2C(=N1)N(N=C2)CC2=CC(=NO2)C)F 5-[[6-[3-(Difluoromethyl)-4-fluoro-phenyl]pyrazolo[3,4-b]pyrazin-1-yl]methyl]-3-methyl-isoxazole